C1(CC1)COC=1C=NC(=NC1)C(C(=O)N)C (5-(cyclopropylmethoxy)pyrimidin-2-yl)propanamide